C(C1=CC=CC=C1)OC1=NC(=CC=C1C1=CC=C(C=C1)C1CC(C1)=O)OCC1=CC=CC=C1 3-(4-(2,6-bis(benzyloxy)pyridin-3-yl)phenyl)cyclobutan-1-one